C(CCCCCCC\C=C/CCCCCCCC)NCCO N-oleylethanolamine